5-(benzyloxy)-3-isopropyl-2,3-dihydro-1H-pyrido[2,1-f][1,2,4]triazine-4,6-dione C(C1=CC=CC=C1)OC=1C(C=CN2NCN(C(C21)=O)C(C)C)=O